C(CCCCCCC)(=O)OC(CCCCCCC)=O dicaprylylether